[4-[6-chloro-3-[1-(2-isopropyl-3,6-dimethyl-4-oxo-chromen-8-yl)ethylamino]-2-pyridyl]-2-fluoro-6-formyl-phenyl] trifluoromethanesulfonate FC(S(=O)(=O)OC1=C(C=C(C=C1C=O)C1=NC(=CC=C1NC(C)C=1C=C(C=C2C(C(=C(OC12)C(C)C)C)=O)C)Cl)F)(F)F